CO[C@H]1C[C@H](CCCC1)NC=1NC(/C(/N1)=C/C=1C=C2N=CC=NC2=CC1)=O |r| (±)-(4Z)-2-[[cis-3-methoxycycloheptyl]amino]-4-(quinoxalin-6-ylmethylene)-1H-imidazol-5-one